2-ethylhexyl 3-((5-methyl-7-(3,3,4,4-tetrafluoropyrrolidin-1-yl)-5H-pyrrolo[3,2-d]pyrimidin-2-yl)thio)propionate CN1C=C(C=2N=C(N=CC21)SCCC(=O)OCC(CCCC)CC)N2CC(C(C2)(F)F)(F)F